4-(3,3,5-trimethyl-2,3-dihydro-1H-pyrrolo[3,2-b]pyridin-1-yl)pyrimidine-5-carboxylate CC1(CN(C=2C1=NC(=CC2)C)C2=NC=NC=C2C(=O)[O-])C